OC1=C(C=CC(=C1)C(F)(F)F)C=1C2=C(C(=NN1)N[C@H]1CN(CCC1)CC(=O)N1CCC3(CC(C3)NC(OC(C)(C)C)=O)CC1)COC2 tert-butyl (R)-(7-(2-(3-((4-(2-hydroxy-4-(trifluoromethyl)phenyl)-5,7-dihydrofuro[3,4-d]pyridazin-1-yl)amino)piperidin-1-yl)acetyl)-7-azaspiro[3.5]nonan-2-yl)carbamate